ClCCCCCCCCC=CC=CCCC 1-chloro-9,11-pentadecadiene